o-vinylphenyl-tris(trimethylsiloxy)silane ethyl-(R)-2-chlorobutyrate C(C)OC([C@@H](CC)Cl)=O.C(=C)C1=C(C=CC=C1)[Si](O[Si](C)(C)C)(O[Si](C)(C)C)O[Si](C)(C)C